FC(OC1=CC=C(C=C1)C=1C=C(C=O)C=CN1)(F)F 2-(4-(trifluoromethoxy)phenyl)isonicotinaldehyde